C[C@H]1OCCN(C1)C1=CC(=CC(=N1)NC(=O)C1=C(C=C(C=C1)NS(=O)(=O)CC(=O)OC)N1CCC2(CC2)CC1)C(F)(F)F methyl (R)-2-(N-(4-((6-(2-methylmorpholino)-4-(trifluoromethyl)pyridin-2-yl)carbamoyl)-3-(6-azaspiro[2.5]octan-6-yl)phenyl)sulfamoyl)acetate